C(C=CC=CC=CCCCCCCCCCC)=O 12E-Heptadecatrienal